CP(N(CC)CC)(N(CC)CC)=O methylbis(diethylamino)phosphine oxide